CN(C1=NC=CC=C1CNC1=NC(=NC=C1C(F)(F)F)NC1=CC=C(C=C1)CC(=O)O)S(=O)(=O)C [4-({4-[({2-[methyl(methylsulfonyl)amino]pyridin-3-yl}methyl)amino]-5-(trifluoromethyl)pyrimidin-2-yl}amino)phenyl]acetic acid